2,4,8,10-tetraoxa-3-spiro[5.5]undecanone C1OC(OCC12COCOC2)=O